(1S,2S)-2-fluoro-N-(3-{6-[(1R)-1-hydroxybutyl]-4-methylpyridin-3-yl}-1,6-naphthyridin-7-yl)cyclopropane-1-carboxamide F[C@@H]1[C@@H](C1)C(=O)NC1=NC=C2C=C(C=NC2=C1)C=1C=NC(=CC1C)[C@@H](CCC)O